6-(4-chlorobenzyl)-9-isopropyl-2-(pyrazin-2-yl)-2,6,9-triazaspiro[4.5]decane-7,10-dione ClC1=CC=C(CN2C3(CCN(C3)C3=NC=CN=C3)C(N(CC2=O)C(C)C)=O)C=C1